C(C)(C)(C)C1=CC=C(C=C1)O 4-tert.-Butylphenol